COC1=C(C(=CC=C1)OC)C1(OC(=C(C1=O)O)N)C 2-(2,6-dimethoxyphenyl)-2-methyl-4-hydroxy-5-amino-3(2H)-furanone